ClC1=C(C=CC=C1)C1=NC(NC(=N1)C1=CC=CC=C1)=O 4-(2-chlorophenyl)-6-phenyl-1,3,5-triazin-2(1H)-one